ethyl 5-((4-chlorophenyl)ethynyl)-2-((2-(trimethylsilyl)ethoxy)methyl)-2H-1,2,3-triazole-4-carboxylate ClC1=CC=C(C=C1)C#CC=1C(=NN(N1)COCC[Si](C)(C)C)C(=O)OCC